(4-t-Butoxyphenyl)bis(4-dimethylaminophenyl)sulfonium C(C)(C)(C)OC1=CC=C(C=C1)[S+](C1=CC=C(C=C1)N(C)C)C1=CC=C(C=C1)N(C)C